C(CCC(=O)OC1CC(N(C(C1)(C)C)OCCCCCCCC)(C)C)(=O)OC1CC(N(C(C1)(C)C)OCCCCCCCC)(C)C bis(1-octyloxy-2,2,6,6-tetramethylpiperidin-4-yl) succinate